C1=NC=CC=2NC=3C=C(C=CC3C21)C=2C=CC(=NC2)OCCOCCOCCOCCOCCOC=2C=C1C(N(C(C1=CC2)=O)C2C(NC(CC2)=O)=O)=O 5-((14-((5-(5H-pyrido[4,3-b]indol-7-yl)pyridin-2-yl)oxy)-3,6,9,12-tetraoxatetradecyl)oxy)-2-(2,6-dioxopiperidin-3-yl)isoindoline-1,3-dione